FC(C=1C(=C(C=CC1)[C@@H](C)NC(=O)C=1C(=CC(N(C1)C1(CN(C1)C(=O)OC(C)(C)C)C)=O)NC1CCN(CC1)C)F)F Tert-butyl (R)-3-(5-((1-(3-(difluoromethyl)-2-fluorophenyl)ethyl)carbamoyl)-4-((1-methylpiperidin-4-yl)amino)-2-oxopyridin-1(2H)-yl)-3-methylazetidine-1-carboxylate